2-[(2H)-benzotriazol-2-yl]-4,6-di(1-ethyl)phenol N=1N(N=C2C1C=CC=C2)C2=C(C(=CC(=C2)CC)CC)O